FC1=CC=C(C=C1)C=1C=C2C(=NC1)C=NN2 6-(4-fluorophenyl)-1H-pyrazolo[4,3-b]pyridine